Methyl 3-(tert-butoxycarbonylamino)-6-(4-iodo-1-methyl-pyrazol-3-yl)-5-(trifluoromethyl)pyridine-2-carboxylate C(C)(C)(C)OC(=O)NC=1C(=NC(=C(C1)C(F)(F)F)C1=NN(C=C1I)C)C(=O)OC